C1(CC1)C1=CC(=NN1)NC1=NC(=NC=C1)N1C[C@@H](CC1)COC N-(5-Cyclopropyl-1H-pyrazol-3-yl)-2-[(3R)-3-(methoxymethyl)pyrrolidin-1-yl]pyrimidin-4-amine